NC1=CC(=C2C(N(CCCCC[C@@](C3=NN=C(C1=N2)O3)(C(F)(F)F)O)CC3=CC(=CC=C3)C3CC(C3)(F)F)=O)C(F)(F)F (6R)-17-amino-12-[[3-(3,3-difluorocyclobutyl)phenyl]methyl]-6-hydroxy-6,15-bis(trifluoromethyl)-19-oxa-3,4,12,18-tetrazatricyclo[12.3.1.12,5]nonadeca-1(18),2,4,14,16-pentaen-13-one